dioctyltin (butylmaleate) C(CCC)/C(/C(=O)[O-])=C/C(=O)[O-].C(CCCCCCC)[Sn+2]CCCCCCCC